1,3,5-trimethylphenylmagnesium bromide CC1(CC(=CC(=C1)C)C)[Mg]Br